tert-butyl (2S,4S)-2-(2-allyl-4-(methoxycarbonyl)phenyl)-4-(non-8-en-1-yloxy)piperidine-1-carboxylate C(C=C)C1=C(C=CC(=C1)C(=O)OC)[C@H]1N(CC[C@@H](C1)OCCCCCCCC=C)C(=O)OC(C)(C)C